4-(7-fluoroimidazo[1,2-a]pyridin-3-yl)-7-[[5-[(2S)-2-(hydroxymeth-yl)morpholin-4-yl]-2-pyridyl]amino]isoindolin-1-one FC1=CC=2N(C=C1)C(=CN2)C2=C1CNC(C1=C(C=C2)NC2=NC=C(C=C2)N2C[C@H](OCC2)CO)=O